5-(4-tert-butylphenyl)-3-(4-tert-butylstyryl)-1-phenyl-2-pyrazoline C(C)(C)(C)C1=CC=C(C=C1)C1CC(=NN1C1=CC=CC=C1)C=CC1=CC=C(C=C1)C(C)(C)C